N1=CC(=CC=2C(NC(CC12)([2H])[2H])([2H])[2H])N 5,6,7,8-tetrahydro-1,6-naphthyridin-5,5,7,7-d4-3-amine